BrC1=C2C(=NC(=C1)Cl)C(=NN2COCC[Si](C)(C)C)N 7-bromo-5-chloro-1-((2-(trimethylsilyl)ethoxy)methyl)-1H-pyrazolo[4,3-b]pyridin-3-amine